N-[(4-methoxy-6-methyl-2-oxo-1,2-dihydropyridin-3-yl)methyl]-2-methyl-1-[(1R)-1-[1-(2,2,2-trifluoroethyl)piperidin-4-yl]ethyl]-1H-indole-3-carboxamide COC1=C(C(NC(=C1)C)=O)CNC(=O)C1=C(N(C2=CC=CC=C12)[C@H](C)C1CCN(CC1)CC(F)(F)F)C